(9R,13S)-13-[4-(5-chloro-1H-indol-7-yl)-6-oxo-1,6-dihydropyrimidin-1-yl]-3-(difluoromethyl)-9-methyl-3,4,7,15-tetraazatricyclo[12.3.1.02,6]Octadecan-1(18),2(6),4,14,16-pentaen-8-one ClC=1C=C2C=CNC2=C(C1)C=1N=CN(C(C1)=O)[C@H]1CCC[C@H](C(NC=2C=NN(C2C=2C=CN=C1C2)C(F)F)=O)C